2-(2-amino-6-(1H-pyrazol-1-yl)-9H-purin-9-yl)-N-(1-ethyl-3-methyl-1H-pyrazol-5-yl)acetamide NC1=NC(=C2N=CN(C2=N1)CC(=O)NC1=CC(=NN1CC)C)N1N=CC=C1